tert-butyl ((4-bromo-3-fluorophenyl)sulfonyl)carbamate BrC1=C(C=C(C=C1)S(=O)(=O)NC(OC(C)(C)C)=O)F